5-([1,1'-biphenyl]-4-yl)furo[3,2-b]pyridine-2-carboxylic acid C1(=CC=C(C=C1)C1=CC=C2C(=N1)C=C(O2)C(=O)O)C2=CC=CC=C2